O(C1=CC=CC=C1)CCOC(C=C)=O 2-phenoxyethylacrylate